4-(3-(2,6-dioxopiperidin-3-yl)phenoxy)butyric acid O=C1NC(CCC1C=1C=C(OCCCC(=O)O)C=CC1)=O